acrylate ammonium salt [NH4+].C(C=C)(=O)[O-]